1-(tert-butyl) 2-methyl (2R,4S)-4-((tert-butyldimethylsilyl)oxy)pyrrolidine-1,2-dicarboxylate [Si](C)(C)(C(C)(C)C)O[C@H]1C[C@@H](N(C1)C(=O)OC(C)(C)C)C(=O)OC